P(=O)(O)(O)OC([C@H]([C@H]([C@@H](C(C(=O)O)=O)O)O)O)=O 6-phospho-2-dehydro-D-glucaric acid